C1=CC=C(C=2SC3=C(C21)C=CC=C3)C=3C=C(C=CC3)C3=CC(=CC=C3)C3=NC2=C1C(=C4C(=C2N=C3)C=CC=C4)C=CC=C1 2-[3'-(dibenzothiophene-4-yl)Biphenyl-3-yl]Dibenzo[f,h]Quinoxaline